C(C)OC1=C(C=CC(=N1)[C@@H](CS(=O)(=O)C)N1CC2=CC=CC(=C2C1=O)NC(=O)C1CC1)OC (S)-N-(2-(1-(6-ethoxy-5-methoxypyridin-2-yl)-2-(methylsulfonyl)ethyl)-3-oxoisoindol-4-yl)cyclopropanecarboxamide